ethyl 4-(((3R,4R)-1-(2-cyanoethyl)-4-methylpiperidin-3-yl)amino)-1H-pyrrolo[2,3-b]pyridine-5-carboxylate C(#N)CCN1C[C@@H]([C@@H](CC1)C)NC1=C2C(=NC=C1C(=O)OCC)NC=C2